(2S,3R,4R,5S,6R)-2-[4-chloro-3-(4-ethoxybenzyl)phenyl]-6-(hydroxymethyl)-tetrahydro-2H-pyran-3,4,5-triol ClC1=C(C=C(C=C1)[C@@H]1O[C@@H]([C@H]([C@@H]([C@H]1O)O)O)CO)CC1=CC=C(C=C1)OCC